FC(OC1=C2C(=NC(N(C2=CC(=C1)C(F)(F)F)C=1C(=NC=CC1)C)=O)NC1(CC1)C#C)F 5-(difluoromethoxy)-4-((1-ethynylcyclopropyl)amino)-1-(2-methylpyridin-3-yl)-7-(trifluoromethyl)quinazolin-2(1H)-one